FC1=CC(=C(C=C1OC1=NC=C(C=C1)C(F)(F)F)NC(OC(C)(C)C)=O)OC tert-Butyl (4-fluoro-2-methoxy-5-((5-(trifluoromethyl)pyridin-2-yl)oxy)phenyl)carbamate